6-oxo-7-(4-(1-((2-(trimethylsilyl)ethoxy)methyl)-1H-pyrazol-4-yl)phenyl)-2,7-diazaspiro[4.4]Nonane-2-carboxylic acid tert-butyl ester C(C)(C)(C)OC(=O)N1CC2(CC1)C(N(CC2)C2=CC=C(C=C2)C=2C=NN(C2)COCC[Si](C)(C)C)=O